S(O)(O)(=O)=O.C(CCCCCCCCCCC)N(CCCCCCCCCCCC)CCCCCCCCCCCC trilaurylamine sulfuric acid salt